(1R)-1-[3-(difluoromethyl)-2-fluorophenyl]Ethan-1-amine FC(C=1C(=C(C=CC1)[C@@H](C)N)F)F